1-(3-methoxynaphthalen-2-yl)ethan-1-one COC=1C(=CC2=CC=CC=C2C1)C(C)=O